methyl (S)-6-(((tert-butoxycarbonyl)(1-cyclobutylethyl)amino)methyl)imidazo[1,2-a]pyridine-8-carboxylate C(C)(C)(C)OC(=O)N([C@@H](C)C1CCC1)CC=1C=C(C=2N(C1)C=CN2)C(=O)OC